(E)-2-(3,7-dimethylocta-2,6-dien-1-yl)-3-ethoxy-5-pentylphenol C\C(=C/CC1=C(C=C(C=C1OCC)CCCCC)O)\CCC=C(C)C